ClC=1C(=C(C=CC1)NC1=C(NC2=C1C(NCC2)=O)C2=CC=NC1=CC=C(N=C21)F)OC 3-[(3-chloro-2-methoxyphenyl)amino]-2-(6-fluoro-1,5-naphthyridin-4-yl)-1H,5H,6H,7H-pyrrolo[3,2-c]pyridin-4-one